5-bromo-7-methyl-3-phenylquinoline-2-carbonitrile BrC1=C2C=C(C(=NC2=CC(=C1)C)C#N)C1=CC=CC=C1